ClC1=C(C(=C(C(=C1)Cl)Cl)F)Cl 2,4-dichloro-6-fluorodichlorobenzene